COC=1C=C(CN2C=C(C=C(C2=O)C(NC)=O)C(=O)OC)C=CC1 Methyl 1-(3-methoxybenzyl)-5-(methylcarbamoyl)-6-oxo-1,6-dihydropyridine-3-carboxylate